N-(1,3-dimethyl-1H-indazol-6-yl)-5-methoxy-2,2-dimethyl-2H-chromene-6-carboxamide CN1N=C(C2=CC=C(C=C12)NC(=O)C=1C(=C2C=CC(OC2=CC1)(C)C)OC)C